3-(3-(methyl-(phenyl)amino)-2,5-dioxo-2,5-dihydro-1H-pyrrol-1-yl)piperidine-2,6-dione CN(C=1C(N(C(C1)=O)C1C(NC(CC1)=O)=O)=O)C1=CC=CC=C1